N[C@@H]1C[C@H](N(C1)C(=O)C=1N=C2N(C=C(C=C2)Cl)C1)C=1SC=C(N1)C(=O)NCC=1C(=C2C=CN=C(C2=CC1C)N)C 2-((2S,4R)-4-Amino-1-(6-chloroimidazo[1,2-a]pyridin-2-carbonyl)pyrrolidin-2-yl)-N-((1-amino-5,7-dimethylisochinolin-6-yl)methyl)thiazol-4-carboxamid